4-(((6-chlorobenzo[d]oxazol-2-yl)sulfanyl)methyl)benzonitrile ClC1=CC2=C(N=C(O2)SCC2=CC=C(C#N)C=C2)C=C1